2-fluoro-4-(5-methyl-3-(trifluoromethyl)-1H-pyrazol-1-yl)benzaldehyde FC1=C(C=O)C=CC(=C1)N1N=C(C=C1C)C(F)(F)F